CN1C=2C=CC(=NC2C(=CC1=O)N1C[C@H]([C@H](CC1)OC1=CC=C(C=C1)C(F)(F)F)C)C(=O)N |r| (+/-)-5-methyl-8-(cis-3-methyl-4-(4-(trifluoromethyl)phenoxy)piperidin-1-yl)-6-oxo-5,6-dihydro-1,5-naphthyridine-2-carboxamide